C1(CCCCC1)C=1C=C(C=C(C1)C1CCCCC1)N(C1=CC=C(C(=O)O)C=C1)CCN(C)C 4-((3,5-dicyclohexylphenyl)(2-(dimethylamino)ethyl)amino)benzoic acid